COC1=CC=C(C=C1)C1=CC=C(C=C1)[C@@H]1CC[C@H](CC1)CCCCC 4-methoxy-4'-(trans-4-pentylcyclohexyl)biphenyl